NC=1C(=C(C=C(C1)C)O)F 3-Amino-2-fluoro-5-methylphenol